C(C=C)(=O)OCCC[Si](Cl)(Cl)Cl (3-Acryloxypropyl)trichlorosilane